ClC1=NC=C(C(=N1)C=1C=NN2C1C=CC=C2)Cl 3-(2,5-dichloropyrimidin-4-yl)pyrazolo[1,5-a]Pyridine